NC=1C(=C(C=C2C=C(N=CC12)NC1=NN2CC(N(CCC2=C1)C)=O)C=1C(=C2C(=NC1)OC[C@@H](C2)O)C)F |r| (+/-)-2-((8-amino-7-fluoro-6-(3-hydroxy-5-methyl-3,4-dihydro-2H-pyrano[2,3-b]pyridin-6-yl)isoquinolin-3-yl)amino)-6-methyl-5,6-dihydro-4H-pyrazolo[1,5-d][1,4]diazepin-7(8H)-one